O=C1NC(CCC1N1C(N(C2=C1C=CC(=C2)N2CCN(CC2)CC2COC1(CN(C1)C(=O)OC(C)(C)C)C2)C)=O)=O Tert-butyl 7-((4-(1-(2,6-dioxopiperidin-3-yl)-3-methyl-2-oxo-2,3-dihydro-1H-benzo[d]imidazol-5-yl)piperazin-1-yl)methyl)-5-oxa-2-azaspiro[3.4]octane-2-carboxylate